N-(aminomethyl)-2-(aminoethyl)-3-aminopropyltrimethoxysilane NCNCC(C[Si](OC)(OC)OC)CCN